4-cyano-N-(1-(4-(5-(2-fluoroethoxy)pyrazin-2-yl)phenyl)cyclobutyl)benzamide C(#N)C1=CC=C(C(=O)NC2(CCC2)C2=CC=C(C=C2)C2=NC=C(N=C2)OCCF)C=C1